tert-butyl (R)-3-chloro-1-methoxy-12-oxo-6a,7,9,10-tetrahydro-12H-pyrazino[2,1-c]pyrido[3,4-f][1,4]oxazepine-8(6H)-carboxylate ClC1=CC2=C(C(N3[C@@H](CO2)CN(CC3)C(=O)OC(C)(C)C)=O)C(=N1)OC